ClC1=C(C=CC=C1)[C@H]1CC[C@H](N1C(=O)C1=CC=C(C=C1)C1=C(C=CC=C1)OC)C(=O)O (2S,5R)-5-(2-CHLOROPHENYL)-1-(2'-METHOXY-[1,1'-BIPHENYL]-4-CARBONYL)PYRROLIDINE-2-CARBOXYLIC ACID